{[(1R,3S)-3-{4-amino-3-[5-cyclopropyl-4-(pyridin-2-yl)-1,2-oxazol-3-yl]-1H-pyrazolo[3,4-d]pyrimidin-1-yl}cyclopentyl]oxy}propanoic acid NC1=C2C(=NC=N1)N(N=C2C2=NOC(=C2C2=NC=CC=C2)C2CC2)[C@@H]2C[C@@H](CC2)OC(C(=O)O)C